1-bromo-4-(3,3-difluoroprop-1-en-2-yl)benzene BrC1=CC=C(C=C1)C(=C)C(F)F